(E)-1-[4-(2,3-Dihydroxypropoxy)phenyl]-3-(4-methoxyphenyl)prop-2-en-1-one OC(COC1=CC=C(C=C1)C(\C=C\C1=CC=C(C=C1)OC)=O)CO